4-[4-(phenylsulfonylcarbamoyl)phenyl]piperazine-1-carboxylic acid tert-butyl ester C(C)(C)(C)OC(=O)N1CCN(CC1)C1=CC=C(C=C1)C(NS(=O)(=O)C1=CC=CC=C1)=O